N-(3-chloro-4-((5-(4-hydroxyphenyl)-1H-pyrazol-3-yl)amino)phenyl)methanesulfonamide ClC=1C=C(C=CC1NC1=NNC(=C1)C1=CC=C(C=C1)O)NS(=O)(=O)C